1-chloro-2-vinyl-benzene ClC1=C(C=CC=C1)C=C